N-(o-iodobenzoyl)-4-methylindole IC1=C(C(=O)N2C=CC3=C(C=CC=C23)C)C=CC=C1